ClC1=C(C(=CC=C1)F)C=1C(=NN(C1)C)C (2-chloro-6-fluorophenyl)-1,3-dimethyl-1H-pyrazole